C(N)(OCC=CC(NC1=C(C=C(C=C1[N+](=O)[O-])C(N)=O)OC)C(C)(C)C)=O tert-butyl-(4-((4-carbamoyl-2-methoxy-6-nitrophenyl) amino) but-2-en-1-yl) carbamate